5,6-difluoro-3,3-dimethyl-8-(trifluoromethyl)-3,4-dihydroquinoxalin-2(1H)-one FC1=C2NC(C(NC2=C(C=C1F)C(F)(F)F)=O)(C)C